CSCSCSCCCSC 2,4,6,10-tetrathiaundecane